C(#N)C1=CC=C(CN)C=C1 4-cyanobenzylamine